tert-Butyl (S)-4-(7-(3,5-difluoro-4-methylphenyl)-5-(2-oxopyrrolidin-1-yl)-7H-pyrrolo[2,3-d]pyrimidin-4-yl)-3-methylpiperazine-1-carboxylate FC=1C=C(C=C(C1C)F)N1C=C(C2=C1N=CN=C2N2[C@H](CN(CC2)C(=O)OC(C)(C)C)C)N2C(CCC2)=O